COC=1C=C(C=C2C(NC(C(N2)=O)=C([2H])C=2N=CNC2C(C)(C)C)=O)C=CC1 3-(3-methoxybenzylidene)-6-((5-(tert-butyl)-1H-imidazol-4-yl)methylene-d)piperazine-2,5-dione